tert-butyl 4-(1-((7-fluoro-2-methyl-2H-indazol-5-yl)carbamoyl)-5-methyl-2,3-dihydro-1H-pyrrolo[2,3-b]pyridin-4-yl)piperazine-1-carboxylate FC1=CC(=CC2=CN(N=C12)C)NC(=O)N1CCC=2C1=NC=C(C2N2CCN(CC2)C(=O)OC(C)(C)C)C